1-(4-(4,4,5,5-tetramethyl-1,3,2-dioxaborolan-2-yl)benzyl)pyrrolidin-2-one CC1(OB(OC1(C)C)C1=CC=C(CN2C(CCC2)=O)C=C1)C